2-(4-(benzyloxy)-1H-indol-3-yl)-N-isopropyl-2-oxoacetamide C(C1=CC=CC=C1)OC1=C2C(=CNC2=CC=C1)C(C(=O)NC(C)C)=O